N-[4-fluoro-5-(4-piperazin-1-ylphenyl)-2-[rac-(3R,5S)-3,4,5-trimethylpiperazin-1-yl]phenyl]-6-oxo-4-(trifluoromethyl)-1H-pyridine-3-carboxamide FC1=CC(=C(C=C1C1=CC=C(C=C1)N1CCNCC1)NC(=O)C1=CNC(C=C1C(F)(F)F)=O)N1C[C@H](N([C@H](C1)C)C)C |r|